ClC1=NC2=CC(=C(C=C2C(=N1)NC1CCOCC1)OC)OCCCN1CCCC1 2-chloro-6-methoxy-7-(3-(pyrrolidin-1-yl)propoxy)-N-(tetrahydro-2H-pyran-4-yl)quinazolin-4-amine